dichloromethan-1-On ClC(=O)Cl